9-(4-(3-oxa-8-azabicyclo[3.2.1]oct-8-yl)-6-chloro-1,3,5-triazin-2-yl)-3,7-dioxa-9-azabicyclo[3.3.1]nonane C12COCC(CC1)N2C2=NC(=NC(=N2)Cl)N2C1COCC2COC1